(4S,5R)-5-[3,5-bis(trifluoromethyl)phenyl]-N-(furo[2,3-c]pyridin-7-ylmethyl)-4-methyl-2-oxo-1,3-oxazolidine-3-carboxamide FC(C=1C=C(C=C(C1)C(F)(F)F)[C@@H]1[C@@H](N(C(O1)=O)C(=O)NCC=1N=CC=C2C1OC=C2)C)(F)F